C(C)(C)N(C=1N=C(C(=NC1C=C)C(=O)N)NC1=CC(=CC=C1)CCNC(CNC)=O)C 5-(isopropyl(methyl)amino)-3-((3-(2-(2-(methylamino)acetamido)ethyl)phenyl)amino)-6-vinylpyrazine-2-carboxamide